4-[3-(4-Hydroxy-5-methyl-2-pent-3-ynyl-pyrazol-3-yl)-1H-1,2,4-triazol-5-yl]-1-methyl-pyrazolo[4,3-c]pyridine-6-carboxamide OC1=C(N(N=C1C)CCC#CC)C1=NNC(=N1)C1=NC(=CC2=C1C=NN2C)C(=O)N